4-[4-(1-piperidinylmethyl)-2-pyridinyloxy]butylamine N1(CCCCC1)CC1=CC(=NC=C1)OCCCCN